O=C1N(CCC(N1)=O)C=1C=C(C(=O)O)C=CC1OC([2H])([2H])[2H] 3-(2,4-dioxotetrahydropyrimidine-1(2H)-yl)-4-(methoxy-d3)benzoic acid